trimethylolethane tris(3-mercaptobutanoate) SC(CC(=O)O)C.SC(CC(=O)O)C.SC(CC(=O)O)C.C(O)C(C)(CO)CO